tert-Butyl trans-4-{[(chloromethoxy)carbonyl]oxy}cyclohexane-1-carboxylate ClCOC(=O)O[C@@H]1CC[C@H](CC1)C(=O)OC(C)(C)C